COC(CCC1=CC(=C(C=C1)O)[N+](=O)[O-])=O 3-(4-hydroxy-3-nitrophenyl)-propionic acid methyl ester